3-[4-[3-[[(3s,4R)-3-fluoro-4-piperidinyl]oxy]prop-1-ynyl]-5-methoxy-3-methyl-2-oxo-benzimidazol-1-yl]piperidine-2,6-dione F[C@H]1CNCC[C@H]1OCC#CC1=C(C=CC=2N(C(N(C21)C)=O)C2C(NC(CC2)=O)=O)OC